C1(CC1)N1CN(CN(C1)C1CC1)C1CC1 1,3,5-tricyclopropyl-1,3,5-triazinane